ClC=1C(=NC(=NC1)NC1CCOCC1)C1=CC=C2CN(C(C2=C1)=O)CC(=O)N[C@H](C)C1=CC=C(C=C1)C1=NC=C(C=N1)C1CC1 2-(6-{5-chloro-2-[(oxan-4-yl)amino]pyrimidin-4-yl}-1-oxo-2,3-dihydro-1H-isoindol-2-yl)-N-[(1R)-1-[4-(5-cyclopropylpyrimidin-2-yl)phenyl]ethyl]acetamide